C(C1=CC=CC=C1)OC1=C(C(=NC(=C1)Br)C)OC(F)F 4-benzyloxy-6-bromo-3-(difluoromethoxy)-2-methylpyridine